C(#N)[C@H](CC1=CC=C(C=C1)C1=CC=C(C=C1)C#N)NC(=O)[C@@H]1C[C@H]2[C@@H](N1)COC2 (2S,3aS,6aR)-N-[(1S)-1-cyano-2-{4'-cyano-[1,1'-biphenyl]-4-yl}ethyl]-hexahydro-1H-furo[3,4-b]pyrrole-2-carboxamide